1,3,3-trimethyl-1-(aminomethyl)-5-aminocyclohexane CC1(CC(CC(C1)N)(C)C)CN